CC(CC)N 2-Butanamin